N,N'-bis(2-hydroxy-5-sulfobenzyl)-ethylenediamine OC1=C(CNCCNCC2=C(C=CC(=C2)S(=O)(=O)O)O)C=C(C=C1)S(=O)(=O)O